(1R,2R,3aS,10aR)-1-{(1E,3ξ)-3-[1-(2,4-difluorophenyl)cyclopropyl]-3-hydroxy-1-propen-1-yl}-2-hydroxy-2,3,3a,9,10,10a-hexahydro-1H-benzo[b]cyclopenta[f]oxepin-6-carboxylic acid FC1=C(C=CC(=C1)F)C1(CC1)C(/C=C/[C@H]1[C@@H](C[C@H]2[C@@H]1CCC1=C(O2)C=C(C=C1)C(=O)O)O)O